4-(tert-butyl)cyclohexanecarboxamide C(C)(C)(C)C1CCC(CC1)C(=O)N